(3-(9,10-di(naphthalen-2-yl)anthracen-2-yl)phenyl)diisobutyl-phosphine oxide C1=C(C=CC2=CC=CC=C12)C=1C2=CC=CC=C2C(=C2C=CC(=CC12)C=1C=C(C=CC1)P(CC(C)C)(CC(C)C)=O)C1=CC2=CC=CC=C2C=C1